farnesyl methyl bisphosphonate P(OCC=C(C)CCC=C(C)CCC=C(C)C)([O-])=O.P(OC)([O-])=O